COC(C(C(=O)OC)[C@@H](C[N+](=O)[O-])C=1C=C2CCC(C2=CC1F)O[Si](C)(C)C(C)(C)C)=O |o1:8| 2-((1R*)-1-{1-[(tert-butyl-dimethylsilyl)oxy]-6-fluoro-2,3-dihydro-1H-inden-5-yl}-2-nitroethyl)malonic acid dimethyl ester